COCC(C)OCC(C)OC=C(C)C1=CC=C(C=C1)C(=C)COC(COC(COC)C)C 1-(1-((1-((1-methoxypropan-2-yl)oxy)propan-2-yl)oxy)prop-1-en-2-yl)-4-(3-((1-((1-methoxypropan-2-yl)oxy)propan-2-yl)oxy)prop-1-en-2-yl)benzene